C1(CCCC1)O[C@@H](CC=1SC=2C(N1)=C(C=C(C2)N(C)C)C(=O)O)[C@H](O)C2=CC(=C(C(=C2)OC)C)OC 2-((2S,3R)-2-(cyclopentyloxy)-3-(3,5-dimethoxy-4-methylphenyl)-3-hydroxypropyl)-6-(dimethylamino)benzo[d]thiazole-4-carboxylic acid